2-(2'-chloro-3-fluoro-[2,4'-bipyridyl]-3'-yl)-1-((2-(trimethylsilyl)ethoxy)methyl)-1H-benzo[d]imidazole ClC1=NC=CC(=C1C1=NC2=C(N1COCC[Si](C)(C)C)C=CC=C2)C2=NC=CC=C2F